CN1N=CC=2C1=NC(=CC2N2C[C@H]([C@@H](CC2)C2=C(C=C(C=N2)N2CC(C2)(N)C)C)C)C 1-[6-[(3S,4R)-1-(1,6-dimethylpyrazolo[3,4-b]pyridin-4-yl)-3-methyl-4-piperidyl]-5-methyl-3-pyridyl]-3-methyl-azetidin-3-amine